tert-butyl (2R)-2-acetylmorpholine-4-carboxylate C(C)(=O)[C@H]1CN(CCO1)C(=O)OC(C)(C)C